C(OC1=C(C=CC(=C1)I)OC)(OC)=O 5-iodo-2-methoxyphenyl methyl carbonate